(E)-N-[1-(5-chloro-7-fluoro-3-methyl-1-benzofuran-2-yl)-2,2,2-trifluoroethylidene]hydroxylamine ClC=1C=C(C2=C(C(=C(O2)/C(/C(F)(F)F)=N\O)C)C1)F